C(#N)C=1C=C2C(=NC1)N(C=C2)C2=CC(=C(C=N2)C2=NN=C(S2)C2CCN(CC2)C(CN2CCN(CC2)C(=O)OC(C)(C)C)=O)NC tert-butyl 4-(2-(4-(5-(6-(5-cyano-1H-pyrrolo[2,3-b]pyridin-1-yl)-4-(Methylamino)pyridin-3-yl)-1,3,4-thiadiazol-2-yl)piperidin-1-yl)-2-oxoethyl)piperazine-1-carboxylate